5-fluoro-2,3-dimethyl-1-((2-(trimethylsilyl)ethoxy)methyl)-4-((6-vinylpyridin-2-yl)methyl)-1H-indole-7-carbonitrile FC=1C(=C2C(=C(N(C2=C(C1)C#N)COCC[Si](C)(C)C)C)C)CC1=NC(=CC=C1)C=C